C(#N)C=1C=C(C=CC1)C=1N=C(SC1C1=CC(=NC(=C1)CC)CC)NC(=O)N1CCNCC1 N-[4-(3-cyanophenyl)-5-(2,6-diethyl-4-pyridyl)thiazol-2-yl]piperazine-1-carboxamide